NC1=C(C=CC=C1C(=O)O)C amino-m-toluic acid